ClC1=CC=C(S1)C(CO)NC(=O)C=1N=CN(C1)C1=NC(=NC=C1C)NC1CCOCC1 N-(1-(5-chlorothiophen-2-yl)-2-hydroxy-ethyl)-1-(5-methyl-2-((tetrahydro-2H-pyran-4-yl)amino)-pyrimidin-4-yl)-1H-imidazole-4-carboxamide